CC/C=C\C[C@H]1[C@H](CCC1=O)CCCCCCCC(=O)[O-] 3-oxo-2-(cis-2'-pentenyl)-cyclopentane-1-octanoic acid